3-propanoyl-oxazolidin-2-one C(CC)(=O)N1C(OCC1)=O